3-(3-methyl-1-methanesulfonyl-5-chloroindolin-3-yl)propionitrile CC1(CN(C2=CC=C(C=C12)Cl)S(=O)(=O)C)CCC#N